2-(8-methyl-1,1-dioxido-4-oxothiochroman-3-yl)-2-oxoacetic acid ethyl ester C(C)OC(C(=O)C1CS(C2=C(C=CC=C2C1=O)C)(=O)=O)=O